N1=CC=NC=2C=CCC(C12)=O 8-quinoxalone